3-(3-bromophenyl)propan-1-amine BrC=1C=C(C=CC1)CCCN